C(C)OC=1C=C(C=CC1)C1=NC=2N(C(=C1)C)N=CC2C(=O)O 5-(3-ethoxyphenyl)-7-methylpyrazolo[1,5-a]Pyrimidine-3-carboxylic acid